(4-(5-(pyrrolidin-1-yl)benzo[d]oxazol-2-yl)pyridin-2-yl)methanone N1(CCCC1)C=1C=CC2=C(N=C(O2)C2=CC(=NC=C2)C=O)C1